bis[4-(2-hydroxyethoxy) phenyl] sulfone OCCOC1=CC=C(C=C1)S(=O)(=O)C1=CC=C(C=C1)OCCO